6-(pyridin-4-yl)pyridazin-3(2H)-one N1=CC=C(C=C1)C=1C=CC(NN1)=O